N-(1-amino-4b-hydroxy-7-isopropyl-10-oxo-4b,10-dihydro-9bH-indeno[1,2-b]benzofuran-9b-yl)-4-methyl-2-oxopentanamide NC1=C2C(C3(C(OC4=C3C=CC(=C4)C(C)C)(C2=CC=C1)O)NC(C(CC(C)C)=O)=O)=O